ClC1=C(C=CC=C1Cl)C1=C(N=C(C=2N1C=NC2)N2CCC1(CCC[C@H]1N)CC2)C (1R)-8-[5-(2,3-dichlorophenyl)-6-methylimidazo[1,5-a]pyrazin-8-yl]-8-azaspiro[4.5]decan-1-amine